C(C)B(OCCC)CC diethyl-(n-propoxy)borane